O[C@H]1C[C@H](CCC1)NC1=NN=C(C2=CC=CC=C12)C1=C(C=C(C=C1)C(F)(F)F)O 2-[4-[[(1s,3r)-3-hydroxycyclohexyl]amino]phthalazin-1-yl]-5-(trifluoromethyl)phenol